BrC=1C=C(C2=C(C=CS2)C1)CO (5-Bromo-1-benzothien-7-yl)methanol